(4-(ethylsulfonyl)benzyl)-4-fluoroisophthalamide C(C)S(=O)(=O)C1=CC=C(CC2=C(C(=O)N)C=CC(=C2C(=O)N)F)C=C1